(R)-6-(5-chloro-1H-pyrazolo[3,4-b]pyridin-1-yl)-N-(2-fluoro-3-hydroxy-3-methylbutyl)-4-((1-(3-fluoropropyl)-1H-pyrazol-4-yl)amino)nicotinamide ClC=1C=C2C(=NC1)N(N=C2)C2=NC=C(C(=O)NC[C@H](C(C)(C)O)F)C(=C2)NC=2C=NN(C2)CCCF